FC1=C(C(=O)O)C=CC=C1 o-fluorobenzoic acid